1-(2-aminophenyl)-3-phenylpropan-2-on-1-one NC1=C(C=CC=C1)C(C(CC1=CC=CC=C1)=O)=O